tert-butyl 6-hydroxy-8-(2-phenylpropan-2-yl)-3,8-diazabicyclo[3.2.1]octane-3-carboxylate OC1C2CN(CC(C1)N2C(C)(C)C2=CC=CC=C2)C(=O)OC(C)(C)C